1-acetyl-2-((4-(naphthalen-1-yl)-6-(((tetrahydro-2H-pyran-4-yl)-amino)methyl)-quinolin-2-yl)-methylene)indolin-3-one C(C)(=O)N1C(C(C2=CC=CC=C12)=O)=CC1=NC2=CC=C(C=C2C(=C1)C1=CC=CC2=CC=CC=C12)CNC1CCOCC1